COC1C(OCCOCCOCCO)O1 epoxytetraethylene glycol monomethyl ether